ClC=1C=C(C(N(C1)C(C)C)=O)C(=O)O 5-chloro-1-isopropyl-2-oxo-1,2-dihydropyridine-3-carboxylic acid